(5'S,7a'R)-1-(benzene-carbonyl)-5'-(2-meth-ylphenyl)tetrahydro-3'H-spiro[piperidine-4,2'-pyrrolo[2,1-b][1,3]oxazol]-3'-one C1(=CC=CC=C1)C(=O)N1CCC2(C(N3[C@H](O2)CC[C@H]3C3=C(C=CC=C3)C)=O)CC1